8-methyl-3-phenyl-[1,2,4]triazolo[4,3-c]pyrimidin-5-amine CC=1C=2N(C(=NC1)N)C(=NN2)C2=CC=CC=C2